BrC1=CC=C(C=C1)S(=O)(=O)N1C=C(C=C1C1=C(C=C(C=C1)F)F)CNC([2H])([2H])[2H] ((1-((4-bromophenyl)sulfonyl)-5-(2,4-difluorophenyl)-1H-pyrrol-3-yl)methyl)methane-d3-amine